C1N(CC=2C=NC=CC21)C(=O)[O-] 1,3-dihydro-2H-pyrrolo[3,4-c]pyridine-2-carboxylate